COS(=O)(=O)C1=CC=CC=C1.[Pd+2] palladium (II) methylphenylsulfonate